(2S)-2-(tert-butoxycarbonylamino)-5-[4-[[1,4,7,10-tetrakis(2-tert-butoxy-2-oxo-ethyl)-1,4,7,10-tetraazacyclododec-2-yl]methyl]phenyl]pentanoic acid C(C)(C)(C)OC(=O)N[C@H](C(=O)O)CCCC1=CC=C(C=C1)CC1N(CCN(CCN(CCN(C1)CC(OC(C)(C)C)=O)CC(OC(C)(C)C)=O)CC(OC(C)(C)C)=O)CC(=O)OC(C)(C)C